(R)-3-acrylamido-N-(3-((3-Isopropyl-5-(piperidin-3-yloxy)pyrazolo[1,5-a]pyrimidin-7-yl)amino)phenyl)benzamide C(C=C)(=O)NC=1C=C(C(=O)NC2=CC(=CC=C2)NC2=CC(=NC=3N2N=CC3C(C)C)O[C@H]3CNCCC3)C=CC1